(4-acetamido-7-(2-(4-(6-fluorobenzothiophen-4-yl)piperazin-1-yl)ethyl)-2-oxoquinoline-1(2H)-yl)methyl hexanoate C(CCCCC)(=O)OCN1C(C=C(C2=CC=C(C=C12)CCN1CCN(CC1)C1=CC(=CC2=C1C=CS2)F)NC(C)=O)=O